4-methoxy-N-(4-methyl-1-azabicyclo[3.2.2]nonan-4-yl)piperidine-4-carboxamide COC1(CCNCC1)C(=O)NC1(CCN2CCC1CC2)C